C(C)(C)(C)OC(=O)NCC=1C=C(C=CC1)NC(=O)C1=CC2=C(OCCC3=C2SC=C3)C=C1C=1C(=NC(=CC1)C(NCCC)=O)C(=O)OC methyl 3-(9-((3-(((tert-butoxycarbonyl)amino)methyl)phenyl)carbamoyl)-4,5-dihydrobenzo[b]thieno[2,3-d]oxepin-8-yl)-6-(propylcarbamoyl)picolinate